O[C@H]([C@@H]([C@H]1[C@H](C[C@@H]2[C@H]([C@H]([C@@H](OC2)C/C(=C/C(=O)OCCCCCCCCC(=O)O)/C)O)O)O1)C)C 9-[[(2E)-4-[(2S,3R,4R,5S)-5-[(2S,3S,4S,5S)-2,3-epoxy-5-hydroxy-4-methylhexyl]-3,4-dihydroxy-3,4,5,6-tetrahydro-2H-pyran-2-yl]-3-methylbut-2-enoyl]oxy]nonanoic acid